C1=CC=CC=2C3=CC=CC=C3C(C12)COC(=O)N1COC([C@@H]1CC(OCC=C)=O)=O (4S)-5-oxo-4-(2-oxo-2-prop-2-enyloxylethyl)-1,3-oxazolidine-3-carboxylic acid 9H-fluoren-9-ylmethyl ester